NC1=C(C=C(C=C1)C=1C=C(C(N(C1)C)=O)C)NCCC(F)(F)F 5-[4-amino-3-(3,3,3-trifluoropropylamino)phenyl]-1,3-dimethyl-pyridin-2-one